3-((3-(N-(tetrahydrofuran-3-yl)sulfamoyl)-7-(2,4-dimethoxypyrimidin-5-yl)-5-fluoroquinolin-4-yl)amino)-5-(3,5-difluorophenoxy)benzoic acid O1CC(CC1)NS(=O)(=O)C=1C=NC2=CC(=CC(=C2C1NC=1C=C(C(=O)O)C=C(C1)OC1=CC(=CC(=C1)F)F)F)C=1C(=NC(=NC1)OC)OC